CC(=CCC=1C(=C(C(=CC1O)CCCCC)S(=O)(=O)NC(CC=1SC=CN1)=O)O)CCC=C(C)C N-((3-(3,7-dimethylocta-2,6-dien-1-yl)-2,4-dihydroxy-6-pentylphenyl)sulfonyl)-2-(thiazol-2-yl)acetamide